C1=CC=CC=2C3=CC=CC=C3C(C12)N([C@](C(=O)O)(CC=C)C)C(=O)OC (2S)-2-(9H-fluoren-9-yl-methoxycarbonyl-amino)-2-methyl-pent-4-enoic acid